CC(C)N1N=CC=C1 1-propan-2-ylpyrazol